Cl.N1CCC(CC1)CNC N-(piperidin-4-ylmethyl)methanamine hydrochloride